FC1(C(C1)B1OC(C(O1)(C)C)(C)C)C1=CC=CC=C1 2-(2-fluoro-2-phenylcyclopropyl)-4,4,5,5-tetramethyl-1,3,2-dioxaborolane